N-(4-hydroxybicyclo[2.2.2]octan-1-yl)-1,2,4-trimethyl-5-(2-oxo-2-(pyridin-3-ylamino)acetyl)-1H-pyrrole-3-carboxamide OC12CCC(CC1)(CC2)NC(=O)C2=C(N(C(=C2C)C(C(NC=2C=NC=CC2)=O)=O)C)C